tert-butyl 4-(4-(2-(2-((2-(2,6-dioxopiperidin-3-yl)-1,3-dioxoisoindolin-4-yl)amino)ethoxy)ethyl) piperazin-1-yl)piperidine-1-carboxylate O=C1NC(CCC1N1C(C2=CC=CC(=C2C1=O)NCCOCCN1CCN(CC1)C1CCN(CC1)C(=O)OC(C)(C)C)=O)=O